[Cu].[Be] Beryllium-Copper